2-[3-(oxan-4-yl)-1,2,4-oxadiazol-5-yl]-5-[4-(trifluoromethoxy)benzene-1-sulfonyl]pyridin-3-amine O1CCC(CC1)C1=NOC(=N1)C1=NC=C(C=C1N)S(=O)(=O)C1=CC=C(C=C1)OC(F)(F)F